tert-Butyl N-[6-chloro-2-(7-fluoro-1-tetrahydropyran-2-yl-indazole-4-carbonyl)-5-methyl-3-pyridyl]carbamate ClC1=C(C=C(C(=N1)C(=O)C=1C=2C=NN(C2C(=CC1)F)C1OCCCC1)NC(OC(C)(C)C)=O)C